(R)-tert-butyl 3-(3-ethoxy-3-oxopropyl)piperidine-1-carboxylate C(C)OC(CC[C@@H]1CN(CCC1)C(=O)OC(C)(C)C)=O